C(C)(C)(C)OC(=O)N(C1(CC2=C(C(=C(S2)C(=O)O)F)CC1)C)C 6-[tert-butoxycarbonyl(methyl)amino]-3-fluoro-6-methyl-5,7-dihydro-4H-benzothiophene-2-carboxylic acid